C1(CC1)C=NS(=O)C1=CC=C(C=C1)C N-(cyclopropylmethylene)-4-methylbenzenesulfinamide